(1S)-1-[1-(5-chloropyridin-2-yl)-3-methoxy-1H-1,2,4-triazol-5-yl]ethylamine ClC=1C=CC(=NC1)N1N=C(N=C1[C@H](C)N)OC